BrC1=CC(=NC=C1)OCC1=CC=C(C=C1)OC 4-bromo-2-((4-methoxybenzyl)oxy)pyridine